C1OC=2C(=NC=CC2O1)CCCC(C)=O methylenedioxypyridinepentanone